2-(4-(((((6-azidohexyl)oxy)carbonyl)amino)methyl)phenyl)thiazole N(=[N+]=[N-])CCCCCCOC(=O)NCC1=CC=C(C=C1)C=1SC=CN1